C1=CC=CC=2CC3=CC=CC=C3C(C12)[Si](C)(C)C (9,10-dihydro-9-anthracenyl)trimethyl-silane